N,N,N',N'-tetrakis(3-triethoxysilylpropyl)-1,3-diaminopropane C(C)O[Si](CCCN(CCCN(CCC[Si](OCC)(OCC)OCC)CCC[Si](OCC)(OCC)OCC)CCC[Si](OCC)(OCC)OCC)(OCC)OCC